N-(3-Chloro-4-(pyridin-3-yloxy)phenyl)-5,6,7,8-tetrahydropyrido[4',3':4,5]thieno[2,3-d]pyrimidin-4-amine ClC=1C=C(C=CC1OC=1C=NC=CC1)NC=1C2=C(N=CN1)SC1=C2CCNC1